CC=1SC(=NN1)C=1C=C(C=CC1)C 2-methyl-5-(m-tolyl)-1,3,4-thiadiazole